Racemic-1-(1-(6,7-difluoro-1-oxo-1,2-dihydroisoquinolin-4-yl)ethyl)-3-(4-fluorophenyl)-1-(3-hydroxypropyl)urea FC=1C=C2C(=CNC(C2=CC1F)=O)[C@@H](C)N(C(=O)NC1=CC=C(C=C1)F)CCCO |r|